FC1=C(C(=O)O)C=CC=C1N 2-Fluoro-3-aminobenzoic acid